C(C(=C)C)(=O)OCSC=1SC(=NN1)SCCC 2-methacryloxymethylthio-5-n-propylthio-1,3,4-thiadiazole